FC1=C(OC=2C=C3C=NNC3=CC2C(=O)OC)C=CC(=C1)F methyl 5-(2,4-difluorophenoxy)-1H-indazole-6-carboxylate